The molecule is an N-acylphosphatidylethanolamine in which the N-acyl group is specified as capryloyl (octanoyl) while the phosphatidyl acyl groups at position 1 and 2 are specified as palmitoyl (hexadecanoyl) and linoleoyl (9Z,12Z-octadecadienoyl) respectively. It derives from a hexadecanoic acid, a linoleic acid and an octanoic acid. It is a conjugate acid of a N-capryloyl-1-palmitoyl-2-linoleoyl-sn-glycero-3-phosphoethanolamine(1-). CCCCCCCCCCCCCCCC(=O)OC[C@H](COP(=O)(O)OCCNC(=O)CCCCCCC)OC(=O)CCCCCCC/C=C\\C/C=C\\CCCCC